(4aS,9aR)-2-methyl-7-(trifluoromethoxy)-2,3,4,4a,9,9a-hexahydroindeno[2,1-b][1,4]oxazine hydrochloride Cl.CC1CN[C@@H]2[C@H](O1)CC=1C=C(C=CC12)OC(F)(F)F